ClC1=CC=C(C(=N1)C(=O)O)N[C@H](C)C1=C2N=C(C(=NC2=CC(=C1)C)C#N)N1C(CN(CC1)CC=1C=NC=CC1)C 6-chloro-3-(((1R)-1-(2-cyano-7-methyl-3-(2-methyl-4-(pyridin-3-ylmethyl)piperazin-1-yl)quinoxalin-5-yl)ethyl)amino)picolinic acid